COC(CN1C(C2=CC=C(C=C2[C@@]2(C1)[C@@H](C2)F)Br)=O)=O 2-((1S,2R)-6'-bromo-2-fluoro-1'-oxo-1'H-spiro[cyclopropane-1,4'-isoquinolin]-2'(3'H)-yl)acetic acid methyl ester